C(C1CO1)OCC(O)CO glycidylGlyceryl ether